BrC1=C(C=CC=2C3=CC=CC=C3C=CC12)Br 1,2-dibromophenanthrene